tert-butyl 2-(2-methoxy-3-nitrobenzoyl)hydrazine-1-carboxylate COC1=C(C(=O)NNC(=O)OC(C)(C)C)C=CC=C1[N+](=O)[O-]